FC1=C(O[P@@](=O)(OC2=CC=CC=C2)N[C@@H](CC2=CC=CC=C2)C(=O)OCCCCCCCCCCCCCCCCCC)C(=C(C(=C1F)F)F)F octadecyl ((S)-(perfluorophenoxy)(phenoxy)phosphoryl)-L-phenylalaninate